N1C=C(C2=CC=CC=C12)CC(\C=C\C(C)C)N (E)-1-(1H-indol-3-yl)-5-methylhex-3-en-2-amine